2-(3-Cyanophenyl)acetic acid ethyl ester C(C)OC(CC1=CC(=CC=C1)C#N)=O